3-((13-cyclobutyltridec-12-yn-1-yl)thio)propyl hydrogen ((((R)-1-(6-amino-9H-purin-9-yl)propan-2-yl)oxy)methyl)phosphonate NC1=C2N=CN(C2=NC=N1)C[C@@H](C)OCP(OCCCSCCCCCCCCCCCC#CC1CCC1)(O)=O